COC1=CC=C(C=C1)CN1C(C(CCC1=O)N1C(N(C2=C1C=CC(=C2)[N+](=O)[O-])C)=O)=O 1-[(4-methoxyphenyl)methyl]-3-(3-methyl-5-nitro-2-oxo-2,3-dihydro-1H-1,3-benzodiazol-1-yl)piperidine-2,6-dione